C(C)OC([C@@H](COCC)O)=O.ClC=1C(C(=C(C(C1Cl)=O)C#N)C#N)=O 2,3-Dichloro-5,6-dicyano-1,4-benzoquinone ethyl-(2R)-3-ethoxy-2-hydroxypropionate